1,1,1,2,2,3,4,5,5,5-Decafluoro-3-methoxy-4-(trifluoromethyl)-pentane FC(C(C(C(C(F)(F)F)(C(F)(F)F)F)(OC)F)(F)F)(F)F